OC=1C(=NC=CC1OC)C(=O)N[C@@H](C)C(=O)O.ClC=1C(=NC=C(C1)Cl)C(CC)C 3-(3,5-dichloropyridin-2-yl)butan [(3-hydroxy-4-methoxypyridin-2-yl)carbonyl]-L-alaninate